(+-)-5-benzyl-N-(2-oxo-8-((4-(pyridin-4-yl)piperazin-1-yl)methyl)-2,3,4,5-tetrahydro-1H-benzo[b]azepin-3-yl)-1H-1,2,4-triazole-3-carboxamide C(C1=CC=CC=C1)C1=NC(=NN1)C(=O)N[C@@H]1CCC2=C(NC1=O)C=C(C=C2)CN2CCN(CC2)C2=CC=NC=C2 |r|